NC=1C(=CC(=C(C1)C=1C(N(C2=CC(=NC=C2C1)NCCOC)CC(F)(F)F)=O)Br)F 3-(5-amino-2-bromo-4-fluorophenyl)-7-((2-methoxyethyl)amino)-1-(2,2,2-trifluoroethyl)-1,6-naphthyridin-2(1H)-one